OCC1CCC(CC1)CN1CCN(CC1)C1=CC=C2CN(C(C2=C1)=O)C1C(NC(CC1)=O)=O 3-(6-(4-(((1r,4r)-4-(hydroxymethyl)cyclohexyl)methyl)piperazin-1-yl)-1-oxoisoindolin-2-yl)piperidine-2,6-dione